1,4-bis(dibutylphosphino)butane C(CCC)P(CCCCP(CCCC)CCCC)CCCC